C(#C)C1=C2C(=CC(=CC2=CC=C1F)O)C1=C(C=2N=C(N=C(C2C=N1)N1CCOCCC1)OCC12CCCN2C[C@@H]2[C@H]1C2)F 5-ethynyl-6-fluoro-4-(8-fluoro-2-(((1aS,6bR)-hexahydrocyclopropa[a]pyrrolizin-6a(4H)-yl)methoxy)-4-(1,4-oxazepan-4-yl)pyrido[4,3-d]pyrimidin-7-yl)naphthalen-2-ol